2-(6-bromo-1-oxo-4-propan-2-ylphthalazin-2-yl)-N-[(1-ethylpyrrolidin-2-yl)methyl]acetamide BrC=1C=C2C(=NN(C(C2=CC1)=O)CC(=O)NCC1N(CCC1)CC)C(C)C